C(C)(C)(C)OC(=O)N1C(CCCC1)C1=NC=C(C=C1)Cl (5-Chloropyridin-2-yl)piperidine-1-carboxylic acid tert-butyl ester